FC1=CC=CC(=N1)N1CCN(CC1)CC=1C=C2CN(C(C2=CC1)=O)N1C(NC(CC1)=O)=O 1-(5-((4-(6-fluoropyridin-2-yl)piperazin-1-yl)methyl)-1-oxoisoindolin-2-yl)dihydropyrimidine-2,4(1H,3H)-dione